2-[(6-amino-9H-purin-9-yl)methyl]-5-methyl-3-(2-methylphenyl)-4(3H)-quinazolinone NC1=C2N=CN(C2=NC=N1)CC1=NC2=CC=CC(=C2C(N1C1=C(C=CC=C1)C)=O)C